NC1=C(SC2=NC(=CC=C21)C)C(=O)N[C@H]2COC1=CC(=CC=C1C2)[C@@H]2[C@@H](CNCC2)F 3-amino-N-((R)-7-((3S,4R)-3-fluoropiperidin-4-yl)chroman-3-yl)-6-methylthieno[2,3-b]pyridine-2-carboxamide